benzyl 3-(2-((tert-butylsulfinyl)amino)-5-(trimethylsilyl)pent-4-yn-2-yl)azetidine-1-carboxylate C(C)(C)(C)S(=O)NC(C)(CC#C[Si](C)(C)C)C1CN(C1)C(=O)OCC1=CC=CC=C1